NC1=C(C(C)=CC(=C1)N)S(=O)(=O)O 3,5-diamino-2-toluenesulfonic acid